C(C)P(=S)(CC)SCC[N+](C)(C)C Diethylphosphinothioyl-thiocholine